bis(4-((triethyl)silyl)phenyl)phosphorus chloride C(C)[Si](C1=CC=C(C=C1)P(C1=CC=C(C=C1)[Si](CC)(CC)CC)Cl)(CC)CC